BrC1(NC=C(C(=C1CCN)CCN)NC1=NC=C(C(=N1)NC1CCCC1)Cl)CCN 2-bromo-5-[[5-chloro-4-(cyclopentylamino)pyrimidin-2-yl]amino]pyridinetriethylamine